N-[3-chloro-4-[4-[2-[(2S)-pyrrolidin-2-yl]acetyl]piperazine-1-carbonyl]phenyl]-5-[4-(difluoromethoxy)-2-fluoro-phenyl]-1-methyl-imidazole-2-carboxamide ClC=1C=C(C=CC1C(=O)N1CCN(CC1)C(C[C@H]1NCCC1)=O)NC(=O)C=1N(C(=CN1)C1=C(C=C(C=C1)OC(F)F)F)C